2-methoxyethyl (1S,5R)-8-((6-(4-fluorophenoxy)-pyridin-3-yl)-sulfonyl)-1-(hydroxy-carbamoyl)-3,8-diazabicyclo-[3.2.1]octane-3-carboxylate FC1=CC=C(OC2=CC=C(C=N2)S(=O)(=O)N2[C@@]3(CN(C[C@H]2CC3)C(=O)OCCOC)C(NO)=O)C=C1